OCCN1C(CCC1)=O 1-(2-hydroxylethyl)-2-pyrrolidone